C(C)(C)(C)S(=O)N=CC1N(CCOC1)C(=O)OC(C)(C)C tert-butyl 3-(((tert-butylsulfinyl)imino)methyl)morpholine-4-carboxylate